1,3-bis(isocyanatomethyl)-4,5-xylene N(=C=O)CC1=CC(=C(C(=C1)C)C)CN=C=O